OC1=CC=C(C=2CCCCC12)CC1=C(C=C(OCOP(O)(O)=O)C=C1C)C ((4-((4-hydroxy-5,6,7,8-tetrahydronaphthalene-1-yl)methyl)-3,5-dimethylphenoxy)methyl)phosphoric Acid